3-Aminopropyl 2-O-(α-L-fucopyranosyl)-3-O-(2-acetamido-2-deoxy-α-D-glucopyranosyl)-β-D-galactopyranoside [C@@H]1([C@@H](O)[C@H](O)[C@H](O)[C@@H](O1)C)O[C@H]1[C@H](OCCCN)O[C@@H]([C@@H]([C@@H]1O[C@@H]1[C@@H]([C@@H](O)[C@H](O)[C@H](O1)CO)NC(C)=O)O)CO